FC1=C(CNC(=O)C=2C(C(=C3N(N4[C@@H](C=C[C@@H](N(C3=O)C4)C)C)C2)O)=O)C=CC(=C1)F (1S,2R,5S)-N-(2,4-difluorobenzyl)-8-hydroxy-2,5-dimethyl-7,9-dioxo-2,5,7,9-tetrahydro-1,6-methanopyrido[1,2-b][1,2,5]triazonine-10-carboxamide